N1(CCNCCC1)CC1(CCN(CC1)C1=NC(=CC(=N1)OC1=CC(=CC=C1)F)C(F)(F)F)O 4-(1,4-diazepan-1-ylmethyl)-1-[4-(3-fluorophenoxy)-6-(trifluoromethyl)pyrimidin-2-yl]piperidin-4-ol